L-α-phenylethylamine C[C@@H](C1=CC=CC=C1)N